tert-butyl (1S,4S)-5-(2,7-dichloro-8-fluoropyrido[4,3-d]pyrimidin-4-yl)-2,5-diazabicyclo[2.2.1]heptane-2-carboxylate ClC=1N=C(C2=C(N1)C(=C(N=C2)Cl)F)N2[C@@H]1CN([C@H](C2)C1)C(=O)OC(C)(C)C